1,10-dibromo-5-decene BrCCCCC=CCCCCBr